[Zr+4].[Ce+4] cerium (IV)-zirconium (IV)